3-tert-butyl 10-methyl 9-(furan-2-yl)-6-isopropyl-2-oxo-2,6,7,11b-tetrahydro-1H-pyrido[2,1-a]isoquinoline-3,10-dicarboxylate O1C(=CC=C1)C=1C=C2CC(N3C(C2=CC1C(=O)OC)CC(C(=C3)C(=O)OC(C)(C)C)=O)C(C)C